1-(4-hydroxybutyl)pyrrolidin-1-ium OCCCC[NH+]1CCCC1